C(C(C)(C)C)(=O)OCN1N=NC(=C1C)C1(CC(C1)(F)F)NC(=O)OC(C)(C)C (4-(1-((tert-butoxycarbonyl)amino)-3,3-difluorocyclobutyl)-5-methyl-1H-1,2,3-triazol-1-yl)methyl pivalate